S(=O)(=O)(O)C1=C(C=CC=C1)PC1=C(C=CC=C1OC)OC (2-sulfophenyl)(2,6-dimethoxyphenyl)phosphine